4,5-diphenyl-1,3,2-diazaphospholidine 2-oxide C1(=CC=CC=C1)C1NP(NC1C1=CC=CC=C1)=O